OC(CCCCCCCCCCCCCCCC(=O)O)CCC(CCCCCCCC)O 17,20-Dihydroxyoctacosanoic acid